3',3'''-((2R,3R)-2,3-diisopropoxybutane-1,4-diyl)bis(2'-isopropoxy-2,4,6-trimethyl-1,1'-biphenyl) C(C)(C)O[C@H](CC=1C(=C(C=CC1)C1=C(C=C(C=C1C)C)C)OC(C)C)[C@@H](CC=1C(=C(C=CC1)C1=C(C=C(C=C1C)C)C)OC(C)C)OC(C)C